C1(=CC=CC=C1)C=1NC2=CC=C(C=C2C1C(CC(F)(F)F)C1=CC=CC=C1)B(O)O (2-phenyl-3-(3,3,3-trifluoro-1-phenylpropyl)-1H-indol-5-yl)boronic acid